3-aci-nitropropanoate [N+]([O-])(O)=CCC(=O)[O-]